3-Benzyl-6-((1-methyl-1H-pyrazol-5-yl)methyl)-2,3,4,6-tetrahydropyrido[3,4-c][1,8]naphthyridine-5(1H)-one C(C1=CC=CC=C1)N1CC=2C(N(C=3N=CC=CC3C2CC1)CC1=CC=NN1C)=O